N1(N=CC=C1)CC1=CC2=C(C(=NO2)NS(=O)(=O)C2=C(C=CC=C2OC)OC)C2=C1CCCO2 N-(5-((1H-pyrazol-1-yl)methyl)-3,4-dihydro-2H-benzopyrano[8,7-d]isoxazol-9-yl)-2,6-dimethoxybenzenesulfonamide